N,N-dihexadecyl-tolylammonium [tetrakis(perfluorophenyl) borate] FC1=C(C(=C(C(=C1F)F)F)F)[B-](C1=C(C(=C(C(=C1F)F)F)F)F)(C1=C(C(=C(C(=C1F)F)F)F)F)C1=C(C(=C(C(=C1F)F)F)F)F.C(CCCCCCCCCCCCCCC)[NH+](CCCCCCCCCCCCCCCC)C1=C(C=CC=C1)C